1-Oxo-5-(4-(4-(4-(piperidin-4-yl)phenoxy)butyl)piperazin-1-yl)isoindolin O=C1NCC2=CC(=CC=C12)N1CCN(CC1)CCCCOC1=CC=C(C=C1)C1CCNCC1